tri-calcium hydrate O.[Ca].[Ca].[Ca]